2-[(2R)-1,4-Dioxan-2-ylmethyl]-8-methyl-N-[(2S)-tetrahydrofuran-2-ylmethyl]-4,5-dihydro-2H-furo[2,3-g]indazol-7-carboxamid O1[C@@H](COCC1)CN1N=C2C3=C(CCC2=C1)OC(=C3C)C(=O)NC[C@H]3OCCC3